C(CCCCCCC)(=O)N[C@@H](C)C(=O)O Nα-capryloyl-L-alanine